4-[4-(cyclopropylmethyl)-1-piperazinyl]-cyclohexylamine tri-hydrochloride Cl.Cl.Cl.C1(CC1)CN1CCN(CC1)C1CCC(CC1)N